N1=CC(=CC(=C1)[C@H](C)NC=1C=C(C(=O)N[C@@H]2[C@H](CCCC2)O)C=CC1Cl)C=1C=NC=CC1 3-{[(1S)-1-([3,3'-bipyridyl]-5-yl)ethyl]amino}-4-chloro-N-[(1S,2S)-2-hydroxycyclohexyl]benzamide